C(C)(C)(C)OC(=O)N1CC2CCC(C1)N2CC2=C(N=C1N2C=CC=C1)C1=CC=C(C=C1)C(C)C tert.-Butyl-8-{[2-(4-isopropylphenyl)imidazo-[1,2-a]pyridin-3-yl]methyl}-3,8-diazabicyclo[3.2.1]-octane-3-carboxylate